4-[(3-chlorobenzyl)-(2,2-difluoroethyl)-amino]-furan-2(5H)-one ClC=1C=C(CN(C2=CC(OC2)=O)CC(F)F)C=CC1